4-(2-((4-hydroxyphenyl)amino)pyrrolo[2,1-f][1,2,4]triazin-7-yl)phenol OC1=CC=C(C=C1)NC1=NN2C(C=N1)=CC=C2C2=CC=C(C=C2)O